2-(Methoxymethyl)-N8-[(4R)-1,1-dioxo-3,4-dihydro-2H-thiochromen-4-yl]imidazo[1,2-b]pyridazine-3,8-dicarboxamide COCC=1N=C2N(N=CC=C2C(=O)N[C@@H]2CCS(C3=CC=CC=C23)(=O)=O)C1C(=O)N